7-bromo-2-(2,6-dioxopiperidin-3-yl)-1-oxoisoindoline-4-carbonitrile BrC1=CC=C(C=2CN(C(C12)=O)C1C(NC(CC1)=O)=O)C#N